C1CO1 Epoxy-Ethane